C(#N)/C(/C(=O)OCCOCC)=C\1/C=C(CCC1)NCCCOC 2-ethoxyethyl (2Z)-2-cyano-2-[3-(3-methoxypropylamino) cyclohex-2-en-1-ylidene]acetate